C(C=C)(=O)OCC=1C(=C(C(C(=O)[O-])=CC1)C(=O)[O-])CC acryloyloxymethylethylphthalate